C(C)N(C(=O)N[C@H](CC)CCC(F)(F)F)[C@H](C)C1=CC(=CC=C1)C=1N=C(C=2N(C1)C=CN2)SC 1-ethyl-1-((R)-1-(3-(8-(methylthio)imidazo[1,2-a]pyrazin-6-yl)phenyl)ethyl)-3-((R)-6,6,6-trifluorohexan-3-yl)urea